1-[2-fluoro-4-(5-{2-[3-(trifluoromethoxy)phenyl]acetamido}-1,3,4-thiadiazol-2-yl)butyl]-1H-1,2,3-triazole-4-carboxamide FC(CN1N=NC(=C1)C(=O)N)CCC=1SC(=NN1)NC(CC1=CC(=CC=C1)OC(F)(F)F)=O